BrC1=C(N=C2N(C1=O)C=CS2)N[C@@H]2C[C@@H](CN(C2)C)C2=CC=C(OCCN1CCC3(CN(C3)C(=O)OC(C)(C)C)CC1)C=C2 tert-butyl 7-(2-(4-((3R,5R)-5-((6-bromo-5-oxo-5H-thiazolo[3,2-a]pyrimidin-7-yl)amino)-1-methylpiperidin-3-yl)phenoxy)ethyl)-2,7-diazaspiro[3.5]nonane-2-carboxylate